N-(4-chlorophenyl)-3-amino-4-(thiophen-3-yl)benzenesulfonamide Sodium N-(2-ethoxypropyl)sulfamate C(C)OC(CNS([O-])(=O)=O)C.[Na+].ClC1=CC=C(C=C1)NS(=O)(=O)C1=CC(=C(C=C1)C1=CSC=C1)N